[C@]12(OC=C(NC1)C2)N (1S,4S)-2-oxa-5-azabicyclo[2.2.1]heptaneEnamine